(4s,6s)-6-[[(1E)-2-cyclopropyl-4-(4-fluorophenyl)-3-quinolinyl]vinyl]-2,2-dimethyl-1,3-dioxane-4-acetic acid tert-butyl ester C(C)(C)(C)OC(C[C@H]1OC(O[C@@H](C1)C=CC=1C(=NC2=CC=CC=C2C1C1=CC=C(C=C1)F)C1CC1)(C)C)=O